NC1=NC=C(C=C1C(=O)N[C@@H]1[C@H](CCC1)OCC1=CC=C(C=C1)C=1C=C2C=CN(C2=CC1)CCN)C=1C=NN(C1)C 2-amino-N-[(1S,2S)-2-({4-[1-(2-aminoethyl)-1H-indol-5-yl]phenyl}methoxy)cyclopentyl]-5-(1-methyl-1H-pyrazol-4-yl)pyridine-3-carboxamide